2-((S)-1-(4-(6-((4-cyano-2-fluorobenzyl)amino)pyridin-2-yl)piperidin-1-yl)ethyl)-1-(((S)-oxetan-2-yl)methyl)-1H-benzo[d]imidazole-6-carboxylic acid methyl ester COC(=O)C=1C=CC2=C(N(C(=N2)[C@H](C)N2CCC(CC2)C2=NC(=CC=C2)NCC2=C(C=C(C=C2)C#N)F)C[C@H]2OCC2)C1